3-propenyl-propanesultone C(=CC)C1CCS(=O)(=O)O1